3,3',4',5,7-pentahydroxyflavane OC1C(OC2=CC(=CC(=C2C1)O)O)C1=CC(=C(C=C1)O)O